Cl.N[C@@H](COCCC(=O)O)C1=C(C=CC=C1)C (R)-3-(2-amino-2-(o-tolyl)ethoxy)propanoic acid hydrochloride